ClC=1C=C(C=C(C1)Cl)C=1N=C(NC1)CC1=CSC=C1 4-(3,5-Dichlorophenyl)-2-(3-thienylmethyl)imidazole